tert-butyl 3-[[(4R,9aS)-2-(8-cyano-5-quinolyl)-4-methyl-3,4,6,7,9,9a-hexahydro-1H-pyrazino[1,2-a]pyrazin-8-yl]methyl]-7,8-dihydro-5H-1,6-naphthyridine-6-carboxylate C(#N)C=1C=CC(=C2C=CC=NC12)N1C[C@H]2N([C@@H](C1)C)CCN(C2)CC=2C=NC=1CCN(CC1C2)C(=O)OC(C)(C)C